4-((5-(2,4-difluoro-3-hydroxyphenyl)-1,3,4-thiadiazol-2-yl)methyl)-6-(1-phenylcyclopropyl)-4,6-diazaspiro[2.4]heptane-5,7-dione FC1=C(C=CC(=C1O)F)C1=NN=C(S1)CN1C2(CC2)C(N(C1=O)C1(CC1)C1=CC=CC=C1)=O